ClC1=C(C(=O)N2CC3CCC(C2)N3C3=CC(=CC2=C3OCO2)S(=O)(=O)Cl)C=CC(=C1)F 7-[3-(2-chloro-4-fluoro-benzoyl)-3,8-diazabicyclo[3.2.1]octan-8-yl]-1,3-benzodioxole-5-sulfonyl chloride